FC=1C=C2C(=CC=NC2=CC1)C1CCC(CC1)C(C(=O)O)C 2-((1S,4S)-4-(6-fluoroquinolin-4-yl)cyclohexyl)propionic acid